C(C)C=1C=C(C=CC1)CO 3-ethylbenzenemethanol